C1(CC1)N1N=C(C2=CC=CC=C12)C(=O)OC Methyl 1-cyclopropyl-1H-indazole-3-carboxylate